octyl-capric acid methyl ester COC(=O)C(CCCCCCCC)CCCCCCCC